Dodeca-3,5,7,9,11-penta-ene CCC=CC=CC=CC=CC=C